FC(CNC(N(C1=NC=C(N=C1)C=1C=NN(C1)C)[C@@H]1CC[C@H](CC1)NC1=NC=C(C(=N1)C1=NN(C=C1)C(F)F)C(F)(F)F)=O)F 3-(2,2-difluoroethyl)-1-(trans-4-((4-(1-(difluoro-methyl)-1H-pyrazol-3-yl)-5-(trifluoromethyl)pyrimidin-2-yl)amino)cyclohexyl)-1-(5-(1-methyl-1H-pyrazol-4-yl)pyrazin-2-yl)urea